2-(6-(((1R,4R,5R,6S)-6-fluoro-2-methyl-2-azabicyclo[2.2.1]heptan-5-yl)oxy)pyridazin-3-yl)-5-(1H-imidazol-1-yl)phenol F[C@@H]1[C@@H]([C@H]2CN([C@@H]1C2)C)OC2=CC=C(N=N2)C2=C(C=C(C=C2)N2C=NC=C2)O